FC=1C=C(OC=2C=C(C[C@@H]3N(OCC3)C3=CC(=NC=N3)NC=3C(=CC(=C(C3)NC(C=C)=O)N3CCN(CC3)C)OC)C=CC2)C=CC1 (S)-N-(5-((6-(3-(3-(3-fluorophenoxy)benzyl)isoxazolidin-2-yl)pyrimidin-4-yl)amino)-4-methoxy-2-(4-methylpiperazin-1-yl)phenyl)acrylamide